(2S,4S)-4-methyl-5-oxopyrrolidin C[C@H]1CCNC1=O